O=CCOCCC[C@H](C)NC(OC(C)(C)C)=O tert-butyl (S)-(5-(2-oxoethoxy)pentan-2-yl)carbamate